C(CCl)Cl dichloro-1,2-ethane